Ethyl 2-azido-3-(1-(4-fluorophenyl)-1H-pyrazol-3-yl)acrylate N(=[N+]=[N-])C(C(=O)OCC)=CC1=NN(C=C1)C1=CC=C(C=C1)F